1-(3-(tert-butyl)-1-phenyl-1H-pyrazol-5-yl)-3-(2-fluoro-3-((3-oxo-3,4-dihydropyrido[2,3-b]pyrazin-8-yl)oxy)phenyl)urea C(C)(C)(C)C1=NN(C(=C1)NC(=O)NC1=C(C(=CC=C1)OC1=CC=NC=2NC(C=NC21)=O)F)C2=CC=CC=C2